methyl 4-bromo-3-fluoro-2-methyl-indazole-7-carboxylate BrC=1C2=C(N(N=C2C(=CC1)C(=O)OC)C)F